C(C)(C)C1=C2C(=NC=C1C(=O)O)N(N=C2)C2=C(C(=CC(=C2)F)F)F 4-Isopropyl-1-(2,3,5-trifluorophenyl)-1H-pyrazolo[3,4-b]pyridine-5-carboxylic acid